methyl-1-(dimethylphosphorylmethylsulfonyl)-4-nitro-benzene CC1=C(C=CC(=C1)[N+](=O)[O-])S(=O)(=O)CP(=O)(C)C